3-(1-methyl-6-(2,8-diazaspiro[5.5]undec-2-yl)-1H-indazol-3-yl)piperidine-2,6-dione CN1N=C(C2=CC=C(C=C12)N1CC2(CCC1)CNCCC2)C2C(NC(CC2)=O)=O